1-(6,8-difluoro-3-(4-(methylsulfonyl)piperidine-1-carbonyl)quinolin-4-yl)-4-methylpiperidine-4-carbonitrile FC=1C=C2C(=C(C=NC2=C(C1)F)C(=O)N1CCC(CC1)S(=O)(=O)C)N1CCC(CC1)(C#N)C